ClC1=NN(C=C1C1=NC=CC(=N1)NC=1N=CC2=C(C=CC(=C2C1)C(C)C)N1[C@@H]([C@H](C1)CS(=O)(=O)C)C)C[C@H]1N(CCC1)C N-(2-(3-Chloro-1-(((S)-1-methylpyrrolidin-2-yl)methyl)-1H-pyrazol-4-yl)pyrimidin-4-yl)-5-isopropyl-8-((2R,3S)-2-methyl-3-((methanesulfonyl)methyl)azetidin-1-yl)isoquinolin-3-amine